O=C1NC(CCC1N1C(C2=CC=C(C=C2C1=O)N1CCN(CC1)CCC1=C(C=C(C=C1)NC1=NC=C(C(=N1)NC1=C(C(=O)NC)C=CC=C1)C(F)(F)F)F)=O)=O 2-((2-((4-(2-(4-(2-(2,6-dioxopiperidin-3-yl)-1,3-dioxoisoindolin-5-yl)piperazin-1-yl)ethyl)-3-fluorophenyl)amino)-5-(trifluoromethyl)pyrimidin-4-yl)amino)-N-methylbenzamide